FC1=CC=CC=2N(C(=NC21)C=2C(=NON2)N)CC2=CC=NC=C2 4-[4-fluoro-1-(pyridin-4-ylmethyl)benzimidazol-2-yl]-1,2,5-oxadiazol-3-amine